C(C)OB1OC(C2=NC(=CC=C21)NC2=NC=C(C(=N2)N[C@H](CO)C2=CC=CC=C2)C2=NC(=NO2)N2CCOCC2)(C)C (S)-2-((2-((1-ethoxy-3,3-dimethyl-1,3-dihydro-[1,2]oxaborolo[4,3-b]pyridin-5-yl)amino)-5-(3-morpholino-1,2,4-oxadiazol-5-yl)pyrimidin-4-yl)amino)-2-phenylethan-1-ol